CN1N=NN=C1C(C1=CC=CC=C1)=NOCC1=CC=CC(=N1)NC(OCCCCC)=O pentyl {6-[({[(1-methyl-1H-tetrazol-5-yl)(phenyl)methylidene]amino}oxy)methyl]pyridin-2-yl}carbamate